(2R,3R)-5,7-dihydroxy-2-(3,4,5-trihydroxyphenyl)chroman-3-yl 3,4-dihydroxy-5-methoxybenzoate OC=1C=C(C(=O)O[C@H]2[C@H](OC3=CC(=CC(=C3C2)O)O)C2=CC(=C(C(=C2)O)O)O)C=C(C1O)OC